(S)-2-(4-(1-((6-oxo-5-(trifluoromethyl)-1,6-dihydropyridazin-4-yl)amino)propyl)-1H-pyrrole-3-carbonyl)pyrimidine-4-carbonitrile O=C1C(=C(C=NN1)N[C@@H](CC)C=1C(=CNC1)C(=O)C1=NC=CC(=N1)C#N)C(F)(F)F